S1CN=CCC1 5,6-dihydro-2H-1,3-thiazine